N-(5-((6-((S)-3-benzylisoxazolidine-2-yl)pyrimidine-4-yl)amino)-2-(4-(2-(diethylamino)-ethoxy)piperidine-1-yl)-4-methoxyphenyl)acrylamide C(C1=CC=CC=C1)[C@@H]1N(OCC1)C1=CC(=NC=N1)NC=1C(=CC(=C(C1)NC(C=C)=O)N1CCC(CC1)OCCN(CC)CC)OC